CC=1C=C(C=CC1)NC1=C(C=C(C=C1)NC(CC)C)C N-(3-methylphenyl)-N'-1-methylpropyl-2-methyl-1,4-phenylenediamine